FC1CCN(CC1)CCCOC1=NC=CC=C1 2-(3-(4-fluoropiperidin-1-yl)propoxy)pyridin